(S)-Benzyl 4-(2-(3-(dimethylamino)pyrrolidin-1-yl)ethoxy)phenethylcarbamate CN([C@@H]1CN(CC1)CCOC1=CC=C(CCNC(OCC2=CC=CC=C2)=O)C=C1)C